1-(3-((5-Bromo-2-((3-methyl-1-(1-methyl-pyrrolidin-3-yl)-1H-pyrazol-4-yl)amino)pyrimidin-4-yl)amino)propyl)-3-methyl-1,3-diazepan-2-on BrC=1C(=NC(=NC1)NC=1C(=NN(C1)C1CN(CC1)C)C)NCCCN1C(N(CCCC1)C)=O